FC1=C(C(=C(C=C1OC)OC)F)N1C(N(C2=C(C1)C=NC1=C2C=C(N1S(=O)(=O)C1=CC=CC=C1)CO)CC)=S 3-(2,6-difluoro-3,5-dimethoxyphenyl)-1-ethyl-8-(hydroxymethyl)-7-(phenylsulfonyl)-1,3,4,7-tetrahydro-2H-pyrrolo[3',2':5,6]pyrido[4,3-d]pyrimidine-2-thione